3-{[(5-fluoropyrimidin-2-yl)oxy]methyl}-4-methyl-2-(2-methyl-5-phenyl-1,3-thiazole-4-carbonyl)-2-azabicyclo[3.1.1]heptane FC=1C=NC(=NC1)OCC1N(C2CC(C1C)C2)C(=O)C=2N=C(SC2C2=CC=CC=C2)C